CN1N=CC=C1C=1C=C(C=CC1)C1=NC(=NO1)C1N(CCC1)C#N 2-(5-(3-(1-Methyl-1H-pyrazol-5-yl)phenyl)-1,2,4-oxadiazol-3-yl)pyrrolidine-1-carbonitrile